4-[6-(2,6-Difluoro-benzyl)-3-hydroxy-pyridin-2-yl]-4-oxo-butyric acid ethyl ester C(C)OC(CCC(=O)C1=NC(=CC=C1O)CC1=C(C=CC=C1F)F)=O